COC1=CC=C(CN(C2=NC(=NC=3N2N=CC3C#N)S(=O)(=O)C)C)C=C1 4-((4-methoxybenzyl)(methyl)amino)-2-(methylsulfonyl)pyrazolo[1,5-a][1,3,5]triazine-8-carbonitrile